3-(4-fluoro-2-methyl-3-nitrophenyl)prop-2-enoate FC1=C(C(=C(C=C1)C=CC(=O)[O-])C)[N+](=O)[O-]